4-Hexyloxy-1-naphthol C(CCCCC)OC1=CC=C(C2=CC=CC=C12)O